NC1=NC(=CC(=N1)N1CCC2(C[C@H](NC2)C(=O)O)CC1)O[C@@H](C(F)(F)F)C1=CC=C(C=C1)C1=CC=C(C=C1)OCC (S)-8-(2-amino-6-((R)-1-(4'-ethoxy-[1,1'-biphenyl]-4-yl)-2,2,2-trifluoroethoxy)pyrimidin-4-yl)-2,8-diazaspiro[4.5]decane-3-carboxylic acid